C1(CCCC1)N1N=C(C=C1C1=C(C=CC=C1)C(F)(F)F)C(=O)N[C@H](C(C(=O)OC(C)(C)C)C)CC=O tert-butyl (3S)-3-(1-cyclopentyl-5-(2-(trifluoromethyl) phenyl)-1H-pyrazole-3-carboxamido)-2-methyl-5-oxopentanoate